OC1C(CC12CCN(CC2)C(=O)C2CCOCC2)C2N1C(C=3C=CC=CC23)=CN=C1 [3-Hydroxy-2-(5H-imidazo[1,5-b]isoindol-5-yl)-7-azaspiro[3.5]nonan-7-yl]-tetrahydropyran-4-yl-methanon